CN[C@@H](CCCCNC)C(=O)O N,N'-dimethyl-lysine